OC(C)CCCCCC\C=C/CCCCCCCC (Z)-2-hydroxyoctadec-9-en